methyl 1-(3-(((tert-butyldimethylsilyl) oxy) methyl) benzyl)-6-oxo-1,6-dihydropyridine-3-carboxylate [Si](C)(C)(C(C)(C)C)OCC=1C=C(CN2C=C(C=CC2=O)C(=O)OC)C=CC1